FC1=C(C(=C(C(=C1F)F)F)F)CC#N 2,3,4,5,6-pentafluorophenylacetonitrile